FC(C1=CC(=NC=N1)C(=O)N)(F)F 6-(trifluoromethyl)pyrimidine-4-carboxamide